4-(4-(2,5-diazabicyclo[2.2.2]octan-2-yl)-2-(((S)-1-methylpyrrolidin-2-yl)methoxy)quinazolin-7-yl)naphthalen-2-ol C12N(CC(NC1)CC2)C2=NC(=NC1=CC(=CC=C21)C2=CC(=CC1=CC=CC=C21)O)OC[C@H]2N(CCC2)C